ClC1=C(C(=O)N(C2=NC=NN2C)C)C=CC(=C1SC(C)C)S(=O)(=O)C 2-chloro-3-(isopropylthio)-N-methyl-N-(1-methyl-1H-1,2,4-triazol-5-yl)-4-(methylsulfonyl)benzamide